(4-fluorophenyl)(4-(((1r,4r)-4-hydroxycyclohexyl)amino)-2-((4-(4-methylpiperazin-1-yl)phenyl)amino)-7H-pyrrolo[2,3-d]pyrimidin-5-yl)methanone FC1=CC=C(C=C1)C(=O)C1=CNC=2N=C(N=C(C21)NC2CCC(CC2)O)NC2=CC=C(C=C2)N2CCN(CC2)C